1-(naphthalen-1-yl)piperazine dihydrochloride Cl.Cl.C1(=CC=CC2=CC=CC=C12)N1CCNCC1